1-(2-chloro-5-((6-morpholinopyridin-3-yl)ethynyl)pyridin-4-yl)piperidin-3-ol ClC1=NC=C(C(=C1)N1CC(CCC1)O)C#CC=1C=NC(=CC1)N1CCOCC1